2-amino-N-(4-hydroxybicyclo[2.2.2]oct-1-yl)-5-(2-(tetrahydro-2H-pyran-4-yl)-2H-indazole-5-yl)nicotinamide NC1=C(C(=O)NC23CCC(CC2)(CC3)O)C=C(C=N1)C1=CC3=CN(N=C3C=C1)C1CCOCC1